2-(5-(6,7-dichloro-3-(1H-pyrazol-4-yl)-1H-indol-2-yl)-4H-1,2,4-triazol-3-yl)ethan-1-ol tert-butyl-2-(2-fluoro-4-(4,4,5,5-tetramethyl-1,3,2-dioxaborolan-2-yl)phenoxy)acetate C(C)(C)(C)C(C(=O)OCCC1=NN=C(N1)C=1NC2=C(C(=CC=C2C1C=1C=NNC1)Cl)Cl)OC1=C(C=C(C=C1)B1OC(C(O1)(C)C)(C)C)F